C(C)(C)(C)OC(=O)N1[C@H]([C@H](CCC1)C(N(C)C1CC1)=O)C(=O)O (2R,3S)-1-(tert-butoxycarbonyl)-3-(cyclopropyl(methyl)carbamoyl)piperidine-2-carboxylic acid